1-phenylcarbonyl-4-(1-methylhydrotelluro-ethyl)benzene C1(=CC=CC=C1)C(=O)C1=CC=C(C=C1)C(C[TeH])C